C(C)OC1=C(C(=O)N)C=CC(=C1O)O 2-ethoxy-3,4-dihydroxybenzamide